(3S,5S)-5-(2-((1-(2-aminopyridin-4-yl)-1H-pyrazol-4-yl)amino)pyrimidin-5-yl)tetrahydrofuran-3-yl isopropylcarbamate C(C)(C)NC(O[C@@H]1CO[C@@H](C1)C=1C=NC(=NC1)NC=1C=NN(C1)C1=CC(=NC=C1)N)=O